5-(2,5-dimethyl-1,2,3,4-tetrahydroisoquinolin-7-yl)-3-(pyridin-3-ylmethoxy)pyrazin-2-amine CN1CC2=CC(=CC(=C2CC1)C)C=1N=C(C(=NC1)N)OCC=1C=NC=CC1